1-(4-octanoylpiperazin-1-yl)octan-1-one C(CCCCCCC)(=O)N1CCN(CC1)C(CCCCCCC)=O